4,4,5,5,6,6,7,7,7-nonafluoro-1,2-di-p-tolylheptan-1-one FC(CC(C(=O)C1=CC=C(C=C1)C)C1=CC=C(C=C1)C)(C(C(C(F)(F)F)(F)F)(F)F)F